3-Chloro-4-iodo-1-methyl-1H-pyrazole ClC1=NN(C=C1I)C